Lauramidopropyl-dimethyl-glycine dimethyl-(2R,4S)-2-[(3-amino-4-pyridyl)oxy]-4-(tert-butoxycarbonylamino)pentanedioate CC([C@H](C(=O)O)OC1=C(C=NC=C1)N)([C@@H](C(=O)O)NC(=O)OC(C)(C)C)C.C(CCCCCCCCCCC)(=O)NCCCC(N(C)C)C(=O)O